[Ag].[Sn] Tin silver